ClC=1C=C(C=C(C1)NS(=O)(=O)C)NC(=O)C1=CN(C(=C1)C1=C(C=CC=C1)\C=C\C=1C=NC=C(C1)F)C (E)-N-(3-chloro-5-(methylsulfonamido)phenyl)-5-(2-(2-(5-fluoropyridin-3-yl)vinyl)phenyl)-1-methyl-1H-pyrrole-3-carboxamide